CCCCCCCCCCCCCCCC(=O)O[C@H](COC(=O)CCCCCCC/C=C\\CCCCCCCC)COP(=O)(O)O The molecule is a 1-acyl-2-hexadecanoyl-sn-glycero-3-phosphate in which the 1-acyl group is specified as oleoyl (9Z-octadecaenoyl). It derives from an oleic acid. It is a conjugate acid of a 1-oleoyl-2-palmitoyl-sn-glycero-3-phosphate(2-).